C(C)(C)(C)C=1SC(=CN1)C(=O)NCC=1C=CC(=NC1C)C1=CC(=NC=C1)Cl 2-(tert-butyl)-N-((2'-chloro-6-methyl-[2,4'-bipyridine]-5-yl)methyl)thiazole-5-carboxamide